1-[2-[4-[3-[1-(5-chloropyrimidin-2-yl)-4-piperidinyl]propoxy]-2-fluoro-phenyl]acetyl]-3-hydroxy-N-[(2S,3R,4R,5R)-2,3,4,5,6-pentahydroxyhexyl]pyrrolidine-3-carboxamide ClC=1C=NC(=NC1)N1CCC(CC1)CCCOC1=CC(=C(C=C1)CC(=O)N1CC(CC1)(C(=O)NC[C@@H]([C@H]([C@@H]([C@@H](CO)O)O)O)O)O)F